(N-[4-Amino-5-[3-(2,3-dimethylphenyl)-1,2,4-oxadiazol-5-carbonyl]thiazol-2-yl]-4-fluoroanilino)propanamid NC=1N=C(SC1C(=O)C1=NC(=NO1)C1=C(C(=CC=C1)C)C)N(C1=CC=C(C=C1)F)C(C(=O)N)C